N-(6-(5-chloro-6-fluoro-7-(1H-pyrrol-3-yl)-1H-indazol-4-yl)imidazo[1,2-a]pyrazin-2-yl)-2-fluorocyclopropane-1-carboxamide ClC=1C(=C2C=NNC2=C(C1F)C1=CNC=C1)C=1N=CC=2N(C1)C=C(N2)NC(=O)C2C(C2)F